C1(CC1)C1=NC(=NO1)C1=CC=C(C=C1)C1OCCO1 5-cyclopropyl-3-[4-(1,3-dioxolan-2-yl)phenyl]-1,2,4-oxadiazole